B1(OCC2=C1C=CC=C2)OCCOB2OCC1=C2C=CC=C1 1,2-bis(benzo[c][1,2]oxaborol-1(3H)-yloxy)ethane